COC=1C=C(C=C(C1OC)OC)C(=CC)O 3,4,5-trimethoxy-phenyl-propenol